(1r,4r)-4-((tert-butoxycarbonyl)(methyl)amino)cyclohexane-1-carboxylic acid C(C)(C)(C)OC(=O)N(C1CCC(CC1)C(=O)O)C